3-[(1S)-3,3-difluoro-1-(3-fluoro-4-nitro-pyrazol-1-yl)propyl]-4-(2,2,2-trifluoroethyl)-1,2,4-triazole FC(C[C@H](N1N=C(C(=C1)[N+](=O)[O-])F)C1=NN=CN1CC(F)(F)F)F